FC=1C=C2C(=NNC2=CC1OCCOC)C1=CC(=NO1)C=1C=CC(=NC1)C(=O)N1CC(C1)N1CCOCC1 (5-{5-[5-Fluoro-6-(2-methoxyethoxy)-1H-indazol-3-yl]-isoxazol-3-yl}-pyridin-2-yl)-(3-morpholin-4-yl-azetidin-1-yl)-methanon